(2S,4R)-4-fluoro-1-[2-(4-methyl-5-oxo-4,5-dihydro-1,3,4-oxadiazol-2-yl)acetyl]-N-[(S)-phenyl[5-(propan-2-yl)pyridin-2-yl]methyl]pyrrolidine-2-carboxamide F[C@@H]1C[C@H](N(C1)C(CC=1OC(N(N1)C)=O)=O)C(=O)N[C@H](C1=NC=C(C=C1)C(C)C)C1=CC=CC=C1